ClC1=C2C=CC(=CC2=CC=C1)S(=O)(=O)N1CCC2(CC(CO2)NC[C@@H](COC=2C=C(C=CC2)S(=O)(=O)NC)O)CC1 3-((2S)-3-(8-(5-chloronaphthalen-2-ylsulfonyl)-1-oxa-8-azaspiro[4.5]decan-3-ylamino)-2-hydroxypropoxy)-N-methylbenzenesulfonamide